C1(=CC=CC=C1)[C@H](C)NC(=O)C1(CCOCC1)N1C[C@@H](CC1)OC1=CC(=CC=C1)C(F)(F)F N-((S)-1-phenylethyl)-4-((R)-3-(3-(trifluoromethyl)phenoxy)pyrrolidin-1-yl)tetrahydro-2H-pyran-4-carboxamide